2-(4-{[(3R)-1-methylpiperidin-3-yl]amino}phthalazin-1-yl)-5-(1-methylpyrrolidin-3-yl)phenol formate C(=O)OC1=C(C=CC(=C1)C1CN(CC1)C)C1=NN=C(C2=CC=CC=C12)N[C@H]1CN(CCC1)C